3-nitrocyclobutane-1-carboxylic acid ethyl ester C(C)OC(=O)C1CC(C1)[N+](=O)[O-]